N-methyl-picolinamide CNC(C1=NC=CC=C1)=O